C(=C)C=1C(C(C(C(C1)=O)=N)C=C)=O divinyl-iminobenzoquinone